BrCCCCCCO[Si](OC(OCCCC)CCCCCCCCC)(C)C 15-bromo-8,8-dimethyl-6-nonyl-5,7,9-trioxa-8-silapentadecane